2-bromo-5-hydroxy-4-methoxybenzaldehyde BrC1=C(C=O)C=C(C(=C1)OC)O